NCCCCOC=1C=C(C=CC1)C(C(=O)N[C@@H](C(=O)NCC1=CC=C(C=C1)O)CCCN\C(=N/C(NCC)=O)\N)C1=CC=CC=C1 (2R)-2-(2-(3-(4-aminobutoxy)phenyl)-2-phenylacetamido)-5-((Z)-2-(ethylcarbamoyl)guanidino)-N-(4-hydroxybenzyl)pentanamide